silicon sulfate S(=O)(=O)([O-])[O-].[Si+4].S(=O)(=O)([O-])[O-]